N-ethyl-4-(6-(N-(3-methyloxetan-3-yl)sulfamoyl)-3-(5-(trifluoromethyl)-1,3,4-thiadiazol-2-yl)imidazo[1,5-a]pyridin-8-yl)piperazine-1-carboxamide C(C)NC(=O)N1CCN(CC1)C=1C=2N(C=C(C1)S(NC1(COC1)C)(=O)=O)C(=NC2)C=2SC(=NN2)C(F)(F)F